3-methyl-pseudouridine CN1C(NC=C([C@H]2[C@H](O)[C@H](O)[C@@H](CO)O2)C1=O)=O